ClC1=CC=C2C=CNC2=C1C(=O)NN 6-chloro-1H-indole-7-carbohydrazide